C(C)OC(=O)C=1NC=CC1NCC1=C(C=CC=C1)Br 3-((2-bromobenzyl)amino)-1H-pyrrole-2-carboxylic acid ethyl ester